NC=1SCC2(N1)C(OCC1=CC=C(C=C12)NS(=O)(=O)C1=CC=C(C=C1)F)C N-(2'-amino-3-methyl-5'H-spiro[isochroman-4,4'-thiazol]-6-yl)-4-fluorobenzenesulfonamide